ClC1=CC=C(OC[C@@H]2N(C3CC([C@H]2C)C3)C(=O)C3=NC(=CC=C3N3N=CC=N3)C)C=C1 |o1:7,12| (3R,4R) or (3S,4S)-3-[(4-chlorophenoxy)methyl]-4-methyl-2-[6-methyl-3-(2H-1,2,3-triazol-2-yl)pyridine-2-carbonyl]-2-azabicyclo[3.1.1]heptane